ClC=1C=C(NC2(CCC3(C=CC=4C3=NC=CC4)CC2)C#N)C=CC1 4-(3-chloroanilino)spiro[cyclohexane-1,7'-cyclopenta[b]pyridine]-4-carbonitrile